4-(3-(2,6-dioxopiperidin-3-yl)phenoxy)butanoic acid O=C1NC(CCC1C=1C=C(OCCCC(=O)O)C=CC1)=O